C(CCCCCCCCCCCC)C1=CC=CC(=C1)CCCCCCCCCCCCC 2,4-ditridecylbenzene